BrC1=C(C=C2CCN3C(C2=C1)=C(C=C3C(=O)O)CCC)OC 9-bromo-8-methoxy-1-propyl-5,6-dihydropyrrolo[2,1-a]isoquinoline-3-carboxylic acid